N-(3-(5-((2,6-Dioxopiperidin-3-yl)amino)pyridin-3-yl)prop-2-yn-1-yl)-5-(8-(7-ethyl-1,3-dimethyl-2-oxo-1,2-dihydroquinolin-5-yl)isoquinolin-3-yl)picolinamide O=C1NC(CCC1NC=1C=C(C=NC1)C#CCNC(C1=NC=C(C=C1)C=1N=CC2=C(C=CC=C2C1)C1=C2C=C(C(N(C2=CC(=C1)CC)C)=O)C)=O)=O